5-chloro-N-((1r,4r)-4-((3-(2,4-dichlorophenyl)-2-oxo-2,3-dihydro-1H-imidazo[4,5-b]pyridin-1-yl)methyl)cyclohexyl)-2-(difluoromethyl)nicotinamide ClC=1C=NC(=C(C(=O)NC2CCC(CC2)CN2C(N(C3=NC=CC=C32)C3=C(C=C(C=C3)Cl)Cl)=O)C1)C(F)F